2-(5-bromo-1-(1-((1s,4s)-4-isopropylcyclohexyl)piperidin-4-yl)-2-oxoindolin-3-yl)-N-methoxy-acetamide BrC=1C=C2C(C(N(C2=CC1)C1CCN(CC1)C1CCC(CC1)C(C)C)=O)CC(=O)NOC